P(=O)(OC)(OCCSSCCCCCCCCCCCCCCCCCC)[O-] methyl (2-(octadecyldithio)ethyl) phosphate